4-(4-(Difluoromethyl)-8-fluoro-2-methylquinolin-6-yl)-5-fluoro-N-(5-(piperazin-1-yl)pyridin-2-yl)pyrimidin-2-amine FC(C1=CC(=NC2=C(C=C(C=C12)C1=NC(=NC=C1F)NC1=NC=C(C=C1)N1CCNCC1)F)C)F